E-7-[4-(4-fluorophenyl)-6-isopropyl-2-[methyl-(methylsulfonyl)amino]-pyrimidin-5-yl](3r,5s)-3,5-dihydroxyhept-6-enoic acid FC1=CC=C(C=C1)C1=NC(=NC(=C1/C=C/[C@H](C[C@H](CC(=O)O)O)O)C(C)C)N(S(=O)(=O)C)C